S-[(ethylsulfinyl)methyl] O,O-diisopropyl phosphorodithioate P(OC(C)C)(OC(C)C)(=S)SCS(=O)CC